C(#N)C=1N=C2N(C=CN=C2)C1 2-cyanoimidazo[1,2-a]pyrazin